N1C=NC=2N=CNC2C1=S 1,7-dihydro-6H-purine-6-thione